5-fluoro-N-(2-fluoro-6-methylphenyl)-4-[4-methyl-5-oxo-3-(propan-2-yl)-4,5-dihydro-1H-1,2,4-triazol-1-yl]-2-{[(2S)-1,1,1-trifluoropropan-2-yl]oxy}benzamide FC=1C(=CC(=C(C(=O)NC2=C(C=CC=C2C)F)C1)O[C@H](C(F)(F)F)C)N1N=C(N(C1=O)C)C(C)C